1-phenylallyl acetate C(C)(=O)OC(C=C)C1=CC=CC=C1